CN(C1=C(C=C(C=C1[N+](=O)[O-])N1C(C=CC1=O)=O)[N+](=O)[O-])C N-(4-Dimethylamino-3,5-dinitrophenyl)maleimide